(1-(2,2,2-trifluoroacetyl)piperidin-4-yl)benzenesulfonamide FC(C(=O)N1CCC(CC1)C1=C(C=CC=C1)S(=O)(=O)N)(F)F